N-{4-[5-fluoro-3-(5-fluoropyridin-2-yl)-1H-pyrrolo[3,2-b]pyridin-2-yl]pyridin-2-yl}acetamide FC1=CC=C2C(=N1)C(=C(N2)C2=CC(=NC=C2)NC(C)=O)C2=NC=C(C=C2)F